C(#N)[C@@H](C[C@H]1C(NCCC1)=O)NC(=O)[C@@H]1N(C[C@H]2[C@@H]1CC(C2)(F)F)C(=O)C2(C1=CC=CC=C1C=1C=CC=CC21)O (1R,3aR,6aS)-N-((R)-1-cyano-2-((S)-2-oxopiperidin-3-yl)ethyl)-5,5-difluoro-2-(9-hydroxy-9H-fluorene-9-carbonyl)octahydrocyclopenta[c]pyrrole-1-carboxamide